[O-2].[O-2].S[Ti+4] mercaptotitanium dioxide